C(C)(C)[C@@H]1N(CC2=CC=CC=C2C1)C(=O)C=1C=C2CN(C(C2=CC1)=O)C1C(NC(CC1)=O)=O 3-(5-((R)-3-isopropyl-1,2,3,4-tetrahydroisoquinoline-2-carbonyl)-1-oxoisoindolin-2-yl)piperidine-2,6-dione